CN(C(=O)C1=CC2=C(N=CS2)C=C1)C N,N-dimethylbenzo[d]thiazole-6-carboxamide